(3aR,6aS)-3a,5,6a-trimethylhexahydropyrrolo[3,4-c]pyrrol C[C@]12[C@](CN(C1)C)(CNC2)C